ClC1=C(NC2=CC=CC=C12)C(=O)N1C[C@H](CC1)C(=O)NC1=CC(=C(C=C1)F)C#N (S)-1-(3-chloro-1H-indole-2-carbonyl)-N-(3-cyano-4-fluorophenyl)pyrrolidine-3-carboxamide